4-(4-((4'-chloro-4,4-dimethyl-3,4,5,6-tetrahydro-[1,1'-biphenyl]-2-yl)methyl)piperazin-1-yl)benzoic acid ClC1=CC=C(C=C1)C1=C(CC(CC1)(C)C)CN1CCN(CC1)C1=CC=C(C(=O)O)C=C1